N-ethyl-N-methyl-2-(2-methyl-6H-oxazolo[4,5-e]indol-8-yl)ethan-1-amine C(C)N(CCC1=CNC2=CC=C3C(=C12)N=C(O3)C)C